Isopropyl ((((2R,3S,5R)-5-(6-amino-2-fluoro-9H-purin-9-yl)-2-ethynyl-3-hydroxytetrahydrofuran-2-yl)methoxy) (phenoxy)phosphoryl)-L-phenylalaninate NC1=C2N=CN(C2=NC(=N1)F)[C@H]1C[C@@H]([C@@](O1)(C#C)COP(=O)(OC1=CC=CC=C1)N[C@@H](CC1=CC=CC=C1)C(=O)OC(C)C)O